Methyl 3-(5-acetyl-4-fluorothiophen-2-yl)-3-[3-(chloromethyl)-4-methylphenyl]-2,2-dimethylpropanoate C(C)(=O)C1=C(C=C(S1)C(C(C(=O)OC)(C)C)C1=CC(=C(C=C1)C)CCl)F